(2R,4R)-6-chloro-N-[3-(4-{3-[(difluoromethoxy)methyl]azetidine-1-carbonyl}-1H-pyrazol-1-yl)bicyclo[1.1.1]pentan-1-yl]-4-hydroxy-3,4-dihydro-2H-1-benzopyran-2-carboxamide ClC=1C=CC2=C([C@@H](C[C@@H](O2)C(=O)NC23CC(C2)(C3)N3N=CC(=C3)C(=O)N3CC(C3)COC(F)F)O)C1